5-acetoxy-5,6-dihydro-1-(3-phenylpropionyl)-2(1H)-pyridone C(C)(=O)OC1C=CC(N(C1)C(CCC1=CC=CC=C1)=O)=O